BrC=1SC=C(N1)C[C@@H]1N(CC[C@@H]1NS(=O)(=O)C)C(=O)OC(C)(C)C tert-butyl (2S,3S)-2-((2-bromo-1,3-thiazol-4-yl)methyl)-3-((methylsulfonyl)amino)pyrrolidine-1-carboxylate